ClC1=C(C=CC=C1C1=NC(=C(C=C1)CN1CC(C1)CO)OC)C1=C(C(=CC=C1)COC1=C(C=2CCC(C2C=C1)=C=O)C#N)C 5-((2'-chloro-3'-(5-((3-(hydroxymethyl)azetidin-1-yl)methyl)-6-methoxypyridin-2-yl)-2-methyl-[1,1'-biphenyl]-3-yl)methoxy)-1-carbonyl-2,3-dihydro-1H-indene-4-carbonitrile